3,6-dichloro-N-(4-(1-isopropyl-4-(trifluoromethyl)-1H-imidazol-2-yl)benzyl)pyridazin-4-amine ClC=1N=NC(=CC1NCC1=CC=C(C=C1)C=1N(C=C(N1)C(F)(F)F)C(C)C)Cl